tertiary amyl peroxyn-heptanoate C(CCCCCC)(=O)OOC(C)(C)CC